Tert-butyl 6-(3-bromophenyl)-2,6-diazaspiro[3.5]nonane-2-carboxylate BrC=1C=C(C=CC1)N1CC2(CN(C2)C(=O)OC(C)(C)C)CCC1